tert-butyl 4-[[1-[[1-[1-(2,6-dioxo-3-piperidyl)-3-methyl-2-oxo-benzimidazol-5-yl]-4-piperidyl]methyl]-4-piperidyl]methyl]-4-methyl-piperidine-1-carboxylate O=C1NC(CCC1N1C(N(C2=C1C=CC(=C2)N2CCC(CC2)CN2CCC(CC2)CC2(CCN(CC2)C(=O)OC(C)(C)C)C)C)=O)=O